2-chloro-6-(phenylamino)pyrimidine-4-carbonitrile ClC1=NC(=CC(=N1)C#N)NC1=CC=CC=C1